1-(2,4-difluorophenyl)-6-(prop-1-en-2-yl)-N-(1-(3,4,5-trimethoxyphenyl)-1H-imidazol-4-yl)-1H-pyrazolo[3,4-d]pyrimidin-4-amine FC1=C(C=CC(=C1)F)N1N=CC=2C1=NC(=NC2NC=2N=CN(C2)C2=CC(=C(C(=C2)OC)OC)OC)C(=C)C